(3-(1-(4-((pyridin-2-yloxy)methyl)benzyl)-1H-pyrazol-4-yl)pyridin-1-ium-1-yl)methyl hydrogen phosphate P(=O)(OC[N+]1=CC(=CC=C1)C=1C=NN(C1)CC1=CC=C(C=C1)COC1=NC=CC=C1)(O)[O-]